C(C)(C)(C)OC(NCC1=CC=C(C=C1)NC(=O)C1=NC=C(C=C1)C(NC1=CC(=C(C=C1)Br)F)=O)=O (4-{[5-(4-bromo-3-fluoro-phenylcarbamoyl)-pyridine-2-carbonyl]-amino}-benzyl)-carbamic acid tert-butyl ester